11-(methylamino)-6,7,8,9,10,11-hexahydrocyclohepta[c]isoquinolin-5-one CNC1CCCCC=2NC(C3=CC=CC=C3C21)=O